C(C)(C)(C)OC(=O)N1[C@@H](CN(C[C@@H]1C)C1=CC=C(C=2N=CC=NC12)C(=O)OC)C methyl 8-[(3R,5S)-4-tert-butoxycarbonyl-3,5-dimethyl-piperazin-1-yl]quinoxaline-5-carboxylate